(1S,3S)-N1-(5-(2,6-Difluorophenyl)pyridin-2-yl)cyclopentane-1,3-diamine FC1=C(C(=CC=C1)F)C=1C=CC(=NC1)N[C@@H]1C[C@H](CC1)N